tert-butyl N-(3-[3-[1-(2,6-dioxopiperidin-3-yl)-3-methyl-2-oxo-1,3-benzodiazol-4-yl] propoxy] propyl)-N-methylcarbamate O=C1NC(CCC1N1C(N(C2=C1C=CC=C2CCCOCCCN(C(OC(C)(C)C)=O)C)C)=O)=O